N-methyl-1-[6-[4-(1H-pyrazol-4-yl)-1,3-benzothiazol-7-yl]-1,2,4-triazin-3-yl]pyrrolidin-3-amine CNC1CN(CC1)C=1N=NC(=CN1)C1=CC=C(C=2N=CSC21)C=2C=NNC2